ClC=1C(=CC=C(C1)O)C1CC1 5-chloro-4-cyclopropylphenol